(S)-N-((5-chloro-6-(thiazol-4-ylmethoxy)-1H-indol-2-yl)methyl)-2,3-difluoropropanamide ClC=1C=C2C=C(NC2=CC1OCC=1N=CSC1)CNC([C@@H](CF)F)=O